1-(4-Tert-butyl-3,5-dinitro-2,6-dimethylphenyl)-1-ethanone C(C)(C)(C)C1=C(C(=C(C(=C1[N+](=O)[O-])C)C(C)=O)C)[N+](=O)[O-]